ClC=1C(=C(C=CC1F)[C@H](NC(=O)N1[C@@H](C(NCC1)=O)C)[C@@H]1C[C@H](C1)C(F)(F)F)F (R)-N-((R)-(3-chloro-2,4-difluorophenyl)(trans-3-(trifluoromethyl)cyclobutyl)methyl)-2-methyl-3-oxopiperazine-1-carboxamide